O=S1CCNCC2=C1C=CC=C2 1-oxo-2,3,4,5-tetrahydro-1λ4-benzo[f][1,4]thiazepine